1-methyl-3-(2-propen-1-yl)-1H-imidazolium tetrafluoroborate F[B-](F)(F)F.CN1C=[N+](C=C1)CC=C